3-(azetidin-3-yl)-4-(1,3-dioxolan-2-yl)pyridine N1CC(C1)C=1C=NC=CC1C1OCCO1